5-(2-hydroxy-4-methoxyphenyl)-5,6-dihydropyrido[2,3-d]pyrimidine-4,7(3h,8h)-dione OC1=C(C=CC(=C1)OC)C1CC(NC=2N=CNC(C21)=O)=O